COC1=C(C=CC=C1)C1CCN(CC1)[C@H]1CC2(CN(C2)C2=NC=NS2)CC1 (R)-5-(6-(4-(2-methoxyphenyl)piperidin-1-yl)-2-azaspiro[3.4]oct-2-yl)-1,2,4-thiadiazole